butynediol propiolate C(C#C)(=O)OC(C#CC)O